1-vinylpyridin-4(1H)-one C(=C)N1C=CC(C=C1)=O